N1(CCCC1)C(=O)OC(C)(C)C tert-butyl 1-pyrrolidinecarboxylate